CC1CN(CC1C1=NC2=C(N1)C=CC(=C2)C2=CC=CC=C2)C#N 3-methyl-4-(5-phenyl-1H-benzo[d]imidazol-2-yl)pyrrolidine-1-carbonitrile